C(C)(C)N(P(OC(COC(C1=CC=CC=C1)(C1=CC=C(C=C1)OC)C1=CC=C(C=C1)OC)CCCCCCCCCC)OCCC#N)C(C)C 1-(Bis(4-methoxyphenyl)(phenyl)methoxy)dodecan-2-yl (2-cyanoethyl) diisopropyl-phosphoramidite